tert-butyl (3R)-3-[2-[(4-nitrothiophene-2-carbonyl)amino]-6-(triisopropylsilyloxymethyl)benzimidazol-1-yl]azepane-1-carboxylate [N+](=O)([O-])C=1C=C(SC1)C(=O)NC1=NC2=C(N1[C@H]1CN(CCCC1)C(=O)OC(C)(C)C)C=C(C=C2)CO[Si](C(C)C)(C(C)C)C(C)C